C1(=CC=CC=C1)C=1N(C2=CC=CC=C2C1)CC1=CC=C(C(=O)OC)C=C1 Methyl 4-((2-phenyl-1H-indol-1-yl)methyl)benzoate